C(CC=C)OC=1C=2N(C=C(N1)C1=CC(=NC=C1)[C@@H](C)N(C(=O)N[C@H](CC=C)CCC(F)(F)F)CC)N=CN2 1-((R)-1-(4-(8-(but-3-en-1-yloxy)-[1,2,4]triazolo[1,5-a]pyrazin-6-yl)pyridin-2-yl)ethyl)-1-ethyl-3-((S)-7,7,7-trifluorohept-1-en-4-yl)urea